C(C(=O)[O-])(=O)[O-].[Co+2].[Ni+2].C(C(=O)[O-])(=O)[O-] nickel-cobalt oxalate